(R)-8-(8-(3,5-dimethylisoxazol-4-yl)-7-ethylimidazo[1,2-c]pyrimidin-5-yl)-8-azaspiro[4.5]decan-1-amine CC1=NOC(=C1C=1C=2N(C(=NC1CC)N1CCC3(CCC[C@H]3N)CC1)C=CN2)C